(4-chloro-2-fluorophenyl)-6-[2,2-dimethyl-6-(1-methyl-1H-pyrazol-4-yl)morpholin-4-yl]-2,3-dimethyl-3H,4H-pyrido[3,2-d]pyrimidin-4-one ClC1=CC(=C(C=C1)C1=CC=2N=C(N(C(C2N=C1N1CC(OC(C1)C=1C=NN(C1)C)(C)C)=O)C)C)F